NCC=1C(=C(C=CC1)C=1C=C2C(=NN(C2=CC1)C(C)C)COC1=C(C=CC=C1)CC(=O)O)O 2-(2-((5-(3-(aminomethyl)-2-hydroxyphenyl)-1-isopropyl-1H-indazol-3-yl)methoxy)phenyl)acetic acid